(S)-N-((S)-(3-chloro-4-fluorophenyl)(5-(trifluoromethyl)-1H-pyrazol-3-yl)methyl)-2-oxooxazolidine-5-carboxamide ClC=1C=C(C=CC1F)[C@H](NC(=O)[C@@H]1CNC(O1)=O)C1=NNC(=C1)C(F)(F)F